fluoro-2-methyl-[1,1'-biphenyl] FC=1C(=C(C=CC1)C1=CC=CC=C1)C